FC=1C=C(C=CC1[N+](=O)[O-])C(C)N 3-Fluoro-4-nitrophenylethanamine